N=1C=CN2C1C=C(C=C2)OC2=C(C=C(C=C2)NC2=NC=NC1=CC=3OC[C@H]4N(CCN(C3N=C12)C4)C(=O)OC(C)(C)C)C tert-butyl (10S)-4-((4-(imidazo[1,2-a]pyridin-7-yloxy)-3-methylphenyl) amino)-7,8,10,11-tetrahydro-9H-6,10-methanopyrimido[4',5':5,6]pyrido[3,2-b][1,4,7]oxadiazonine-9-carboxylate